CC1(NN=NNC2=CC=CC=C2)CC=C(C=C1)C p-dimethyl-azoaniline